21,24-Dihydroxyhexacosanoic acid OC(CCCCCCCCCCCCCCCCCCCC(=O)O)CCC(CC)O